2-(diethoxymethyl)-1-(3-ethylbicyclo[1.1.1]pentan-1-yl)-5,5-dimethylcyclohexan-1-ol C(C)OC(C1C(CC(CC1)(C)C)(O)C12CC(C1)(C2)CC)OCC